N-[(1R,3S)-3-{[6-chloro-2-(trifluoromethyl)quinolin-4-yl]amino}cyclohexyl]-1,3-oxazole-2-carboxamide ClC=1C=C2C(=CC(=NC2=CC1)C(F)(F)F)N[C@@H]1C[C@@H](CCC1)NC(=O)C=1OC=CN1